BrC=1C=C2C3=C(C(OC(C3=CC=C2)=O)=O)C1 5-bromobenzo[de]isochromene-1,3-dione